FC(C1=C(C=CC=C1)N1C(C=CC1=O)=O)(F)F 1-(2-trifluoromethylphenyl)-1H-pyrrole-2,5-dione